propyleneKetone C1C(C)C1=O